C(#N)C=1C(=NC(=CC1C=1OC=CC1)C=1SC=CN1)OC(C(=O)O)C1=CC=CC=C1 (3-Cyano-4-furan-2-yl-6-thiazol-2-yl-pyridin-2-yloxy)-phenyl-acetic acid